1-(ethoxymethyl)-3,8-diazabicyclo[3.2.1]octan C(C)OCC12CNCC(CC1)N2